P(=O)([O-])([O-])F.[Na+].[Na+] sodium mono-fluorophosphate